C(C1=CC=CC=C1)OC1(CN(C1)C(=O)N[C@H]1CN(CC1)C#N)C1=CC=CC=C1 (R)-3-(benzyloxy)-N-(1-cyanopyrrolidin-3-yl)-3-phenylazetidine-1-carboxamide